C(#N)C=1C(=NN(C1)C1CCN(CC1)C(=O)OC(C)(C)C)OCC1=C(C=C(C=C1)C#N)F Tert-butyl 4-(4-cyano-3-((4-cyano-2-fluorobenzyl)oxy)-1H-pyrazol-1-yl)piperidine-1-carboxylate